CC1(CCC2=CC(=CC=C12)C(C)N1C[C@@H](N(C[C@H]1CC)C=1C=2C(N(C(C1)=O)C)=CN(N2)CC#N)CC)C 2-(7-((2S,5R)-4-(1-(1,1-dimethyl-2,3-dihydro-1H-inden-5-yl)ethyl)-2,5-diethylpiperazin-1-yl)-4-methyl-5-oxo-4,5-dihydro-2H-pyrazolo[4,3-b]pyridin-2-yl)acetonitrile